C(C)(C)(C)N1N=CC(=C1)C1=CC(=C2C=CC=NC2=C1)O[C@H](C)[C@@H]1CN(CCO1)C(=O)OC(C)(C)C tert-butyl (2S)-2-[(1R)-1-{[7-(1-tert-butyl-1H-pyrazol-4-yl)quinolin-5-yl]oxy}ethyl]morpholine-4-carboxylate